C(C)N1C(C[C@@H](C1)CN1N=C2N=C(C=CC2=C1C(C)(C)O)C1=C(C=C(C=C1C)C(F)(F)F)O)=O |o1:5| (S or R)-1-ethyl-4-((6-(2-hydroxy-6-methyl-4-(trifluoromethyl)phenyl)-3-(2-hydroxypropan-2-yl)-2H-pyrazolo[3,4-b]pyridin-2-yl)methyl)pyrrolidin-2-one